N-[4-fluoro-5-(4-methoxyphenyl)-2-[rac-(3R,5S)-3,4,5-trimethylpiperazin-1-yl]phenyl]-6-oxo-4-(trifluoromethyl)-1H-pyridine-3-carboxamide FC1=CC(=C(C=C1C1=CC=C(C=C1)OC)NC(=O)C1=CNC(C=C1C(F)(F)F)=O)N1C[C@H](N([C@H](C1)C)C)C |r|